4-methyl-1-methoxy-2-methylbenzene CC1=CC(=C(C=C1)OC)C